1-((S)-3-((tert-butoxycarbonyl)amino)-2-hydroxypropyl)-2-((1-(tert-butoxycarbonyl)azetidin-3-yl)methyl)-1H-pyrazol-2-ium triflate [O-]S(=O)(=O)C(F)(F)F.C(C)(C)(C)OC(=O)NC[C@@H](CN1[N+](=CC=C1)CC1CN(C1)C(=O)OC(C)(C)C)O